alpha-bromopropionic acid zinc salt [Zn+2].BrC(C(=O)[O-])C.BrC(C(=O)[O-])C